tert-butyl 3-[[5-(7-cyano-1H-indol-3-yl)pyrazin-2-yl]oxy]pyrrolidine-1-carboxylate C(#N)C=1C=CC=C2C(=CNC12)C=1N=CC(=NC1)OC1CN(CC1)C(=O)OC(C)(C)C